C(C=C)(=O)OC1=CC=C(C=C1)C 4-methylphenyl acrylate